5-{[3-(3-bromo-5-ethoxyphenyl)oxetan-3-yl]methyl}-4-methyl-4H-1,2,4-triazole-3-thiol BrC=1C=C(C=C(C1)OCC)C1(COC1)CC=1N(C(=NN1)S)C